S(=O)([O-])[O-].C(CCCCCCCCCCCCCCC)C(C(C)(C)O)OCCOCCOCCO.[NH4+].[NH4+] ammonium hexadecyl-dimethyl-tetraethylene glycol sulfite